Dimethyl-Stearyl-Ammonium C[NH+](CCCCCCCCCCCCCCCCCC)C